C1(CCCC1)P(C1=C(SC=C1P(C1CCCC1)C1CCCC1)C(C)C)C1CCCC1 3,4-bis(dicyclopentylphosphino)-2-isopropylthiophene